1-((3-methoxy-5-nitropyridin-2-yl)oxy)cyclopropane-1-carboxylic acid methyl ester COC(=O)C1(CC1)OC1=NC=C(C=C1OC)[N+](=O)[O-]